F[P-](F)(F)(F)(F)F.ClC1N(C=CN1C)CCCCCCCCC 2-chloro-1-nonyl-3-methylimidazole hexafluorophosphate